ClC1=C(C=C(C#N)C=C1)C=1NC2=CC(=C(C(=C2C(C1)=O)F)N1C[C@@H](CC1)N(C)C)F (R)-4-chloro-3-(6-(3-(dimethylamino)pyrrolidin-1-yl)-5,7-difluoro-4-oxo-1,4-dihydroquinolin-2-yl)benzonitrile